thiobis(2-naphthol) S(C1=C(C=CC2=CC=CC=C12)O)C1=C(C=CC2=CC=CC=C12)O